C1(=CC=CC=C1)C1=C2C(=C(C=3NC4=CC=CC=C4C13)C1=CC=CC=C1)C1=CC=CC=C1N2 6,12-diphenyl-5,11-dihydroindolo[3,2-b]carbazole